O=C1NC(CCC1N1CC=2C=C(C=C(C2C1=O)C#N)OCC)=O 2-(2,6-dioxopiperidin-3-yl)-6-ethoxy-3-oxoisoindoline-4-carbonitrile